[Li+].O=C(C(=O)[O-])CCC(=O)[O-].[Li+] alpha-ketoglutaric acid, lithium salt